FC=1C=C(C=C(C1)C=C)B(O)O 3-FLUORO-5-VINYLPHENYLBORONIC ACID